[Mn].[Fe].[Pt] platinum-iron-manganese